benzo[d][1,3]dioxolane-4-carbaldehyde O1COC2=C1C=CC=C2C=O